3-oxobutyraldehyde O=C(CC=O)C